C(C)(C)(C)OC(=O)N1C(CNCC1)C=1C=NN2C1C=CC(=C2)C2=CC=C(C=C2)F (6-(4-fluorophenyl)pyrazolo[1,5-a]pyridin-3-yl)piperazine-1-carboxylic acid tert-butyl ester